N1=CC(=CC=C1)[C@H](C)OC=1C(=NC=C(C1)B1OC(C(O1)(C)C)(C)C)N 3-[(1S)-1-(pyridin-3-yl)ethoxy]-5-(4,4,5,5-tetramethyl-1,3,2-dioxaborolan-2-yl)pyridin-2-amine